C(C)(=O)OC1=CC2=C(N=COC2=O)C=C1 4-oxo-4H-benzo[d][1,3]oxazin-6-yl acetate